3-(5-(1-(Difluoromethyl)-5-phenyl-1H-pyrazol-4-yl)-1-oxoisoindolin-2-yl)piperidine-2,6-dione FC(N1N=CC(=C1C1=CC=CC=C1)C=1C=C2CN(C(C2=CC1)=O)C1C(NC(CC1)=O)=O)F